bishexenyl-silane C(=CCCCC)[SiH2]C=CCCCC